(E)-1-((3S)-4-(7-(2-Amino-3,5-dichloro-6-fluorophenyl)-6-chloro-2-(((S)-1-methylpyrrolidin-2-yl)methoxy)pyrido[2,3-d]pyrimidin-4-yl)-3-methylpiperazin-1-yl)pent-2-ene-1,4-dione NC1=C(C(=C(C=C1Cl)Cl)F)C=1C(=CC2=C(N=C(N=C2N2[C@H](CN(CC2)C(\C=C\C(C)=O)=O)C)OC[C@H]2N(CCC2)C)N1)Cl